COC=1C=C(C=CC1)C=1C(OC2=CC(=CC=C2C1C)O)C1=CC=C(C=C1)\C=C/CN1C[C@@H](CC1)C 3-(3-methoxyphenyl)-4-methyl-2-{4-[(Z)-3-((R)-3-methylpyrrolidin-1-yl)propenyl]phenyl}-2H-chromen-7-ol